ClC1=CC=C(S1)C(C)=O (5-chlorothien-2-yl)-ethanone